(4-(cyclopropanecarbonyl)piperazin-1-yl)(2-(5-methylfuran-2-yl)quinolin-4-yl)methanone dipropylacrylate C(CC)C(=CC(=O)O)CCC.C1(CC1)C(=O)N1CCN(CC1)C(=O)C1=CC(=NC2=CC=CC=C12)C=1OC(=CC1)C